3-ACETYL-7-AZAINDOLE-6-CARBOXYLIC ACID C(C)(=O)C1=CNC2=NC(=CC=C12)C(=O)O